C(C1=CC=CC=C1)OC(=O)N1CC=2C3=C(C(NC2C(C1)(O)C(C)(C)C)=O)SC(=C3)C=3C=NN(C3)C3OCCCC3 4-(tert-butyl)-4-hydroxy-6-oxo-8-(1-(tetrahydro-2H-pyran-2-yl)-1H-pyrazol-4-yl)-3,4,5,6-tetrahydrothieno[2,3-c][1,6]Naphthyridine-2(1H)-carboxylic acid benzyl ester